OC1(COCC1)C=1SC=C(C1C(=O)OC)C methyl 2-(3-hydroxytetrahydrofuran-3-yl)-4-methylthiophene-3-carboxylate